NC1=C(C(=NN1C1CCN(CC1)C1CCN(CC1)C1CNC1)C1=CC=C(C=C1)OC1=NC=C(C=C1)Cl)C(=O)N 5-amino-1-(1'-(azetidin-3-yl)-[1,4'-bipiperidin]-4-yl)-3-(4-((5-chloropyridin-2-yl)oxy)phenyl)-1H-pyrazole-4-carboxamide